Racemic-1-(3-(2-hydroxypropan-2-yl)phenyl)-3-(isoquinolin-4-yl)-2-oxoimidazolidine-4-carbonitrile OC(C)(C)C=1C=C(C=CC1)N1C(N([C@H](C1)C#N)C1=CN=CC2=CC=CC=C12)=O |r|